((6,7,8,9-tetrahydro-5H-benzo[7]annulen-5-yl)oxy)silane C1=CC=CC2=C1CCCCC2O[SiH3]